FC1=CC=C(OC=2C=CC=3C4=C(N(C3C2)C)CCNCC4)C=C1 8-(4-fluorophenoxy)-6-methyl-1,2,3,4,5,6-hexahydroazepino[4,5-b]indole